CN1N=CC(=C1)C=1N=C(C=2N(C1)N=CC2)C2CC1CCCC(C2)N1C(C=C)=O [3-[6-(1-methylpyrazol-4-yl)pyrazolo[1,5-a]pyrazin-4-yl]-9-azabicyclo[3.3.1]non-9-yl]prop-2-en-1-one